C(C)(C)(C)SCC(C(=O)O)NC(=O)N[C@@H](CCC(=O)O)C(=O)O ((2-(tert-butylsulfanyl)-1-carboxyethyl)carbamoyl)glutamic acid